ClC1=C(C=C(C=C1)N1CCC2(OCCO2)CC1)F 8-(4-Chloro-3-fluorophenyl)-1,4-dioxa-8-azaspiro[4.5]decane